1-dodecyl-3-octyl-4-nitroindansulfonate C(CCCCCCCCCCC)C1(CC(C2=C(C=CC=C12)[N+](=O)[O-])CCCCCCCC)S(=O)(=O)[O-]